CC1C(OC(OOC1)(C)C)(C)C Pentamethyl-1,2,4-trioxepan